C1(CC1)C1=NC=NC(=C1C=1N=C(C2=C(N1)CCS2)NCC2=CC=C(C=C2)C=2N(C=C(N2)C(F)(F)F)C)OC 2-(4-cyclopropyl-6-methoxypyrimidin-5-yl)-N-(4-(1-methyl-4-(trifluoromethyl)-1H-imidazol-2-yl)benzyl)-6,7-dihydrothieno[3,2-d]pyrimidin-4-amine